C(C)OC1=CC=C(C=C1)C1=CC(=NC=C1)C(=O)N/N=C/C=1SC=CC1 (E)-4-(4-ethoxyphenyl)-N'-(thiophen-2-ylmethylene)picolinohydrazide